S(=O)(=O)(O)N[C@@H](CS)C(=O)O Sulfo-cysteine